BrC=1C=C(C=C(C1)OC)CN1[C@H](CCC1)C(=O)N[C@@H](C)C1=CC=C(C(=O)OC)C=C1 methyl 4-[(1S)-1-[[(2R)-1-[(3-bromo-5-methoxy-phenyl)methyl]pyrrolidine-2-carbonyl]amino]ethyl]benzoate